C(N)(S)=S.C[Zn]C1CCCCC1 methyl-cyclohexyl-zinc dithiocarbamate